C=1(C(=CC=C2C=CC=CC12)S(=O)(=O)[O-])S(=O)(=O)OCOS(=O)(=O)C=1C(=CC=C2C=CC=CC12)S(=O)(=O)[O-] methylene dinaphthalenedisulfonate